COC1=CC=C(C=C1)C(C(NC1=CC=C(C=C1)[Si](C)(C)C)=O)NC(CC)=O N-(1-(4-methoxyphenyl)-2-oxo-2-((4-(trimethylsilyl)phenyl)amino)ethyl)propanamide